NC1=CC=C(C=C1)OC1=CC=C(C=C1)N di(4-aminobenzenyl) ether